2-chloro-4-(2-methylpropan-1-enyl)benzonitrile ClC1=C(C#N)C=CC(=C1)C=C(C)C